tris[2-naphthyl-(phenyl)amino]triphenylamine C1=C(C=CC2=CC=CC=C12)N(C1=CC=CC=C1)C1=C(C(=C(C=C1)N(C1=CC=CC=C1)C1=CC=CC=C1)N(C1=CC2=CC=CC=C2C=C1)C1=CC=CC=C1)N(C1=CC2=CC=CC=C2C=C1)C1=CC=CC=C1